CN(C)C[C-]1C=CC=C1.[C-]1(C=CC=C1)CN(C)C.[Fe+2] bis(dimethylaminomethyl)ferrocene